[H-].[H-].[H-].[Na+].[Na+].[Na+] sodium trihydride